N-[(1S,2S,4S)-4-(dimethylamino)-2-methyl-cyclohexyl]-6-[3-(2-methoxy-4-methylsulfonyl-anilino)prop-1-ynyl]-1-(2,2,2-trifluoroethyl)benzimidazole-4-carboxamide CN([C@@H]1C[C@@H]([C@H](CC1)NC(=O)C1=CC(=CC=2N(C=NC21)CC(F)(F)F)C#CCNC2=C(C=C(C=C2)S(=O)(=O)C)OC)C)C